(6-((diethoxyphosphono)methyl)-1,2,4,5-tetrazin-3-yl)benzoic acid C(C)OOP(=O)(OOCC)CC1=NN=C(N=N1)C1=C(C(=O)O)C=CC=C1